beta-lactose hydrate O.O[C@H]1[C@H](O)[C@@H](O)[C@H](O[C@H]2[C@H](O)[C@@H](O)[C@@H](O)[C@H](O2)CO)[C@H](O1)CO